N-(4-(8-Amino-3-isopropyl-5-(4-(methylamino)cyclohex-1-en-1-yl)imidazo[1,5-a]pyrazin-1-yl)-3-fluorophenyl)-2,3-dihydrobenzo[b][1,4]dioxin-6-sulfonamid NC=1C=2N(C(=CN1)C1=CCC(CC1)NC)C(=NC2C2=C(C=C(C=C2)NS(=O)(=O)C2=CC1=C(OCCO1)C=C2)F)C(C)C